FC(C1=NC=C(C=N1)NC(NCCCCCCCCCCCCCC(=O)O)=O)(F)F 14-(3-(2-(trifluoromethyl)pyrimidin-5-yl)ureido)tetradecanoic acid